C(CCC)N1C(C2=C(C=C1C)OC(=C2C=2SC=CC2)C)=O 5-butyl-2,6-dimethyl-3-(2-thienyl)furo[3,2-c]pyridin-4(5H)-one